FC(C(=O)O)(F)F.ClC1=CC=C(C=C1)C1(CNC1)O 3-(4-chlorophenyl)azetidin-3-ol trifluoroacetate salt